N-(3-bromo-2-chloro-phenyl)-3-fluoro-4-[(E)-2-methoxyvinyl]pyridin-2-amine BrC=1C(=C(C=CC1)NC1=NC=CC(=C1F)\C=C\OC)Cl